(3,5-dichloro-2-fluoro-4-(4-hydroxy-3-isopropylbenzyl)phenyl)glycine ClC=1C(=C(C=C(C1CC1=CC(=C(C=C1)O)C(C)C)Cl)NCC(=O)O)F